COC(CCCCCCCCCC)=O methylnonylacetate